C(C)N1C(=NN=C1)C1=CC=2N(C(=C1)OC1=CC=C(OCCC(C)(O)C)C=C1)C=NC2 4-[4-[7-(4-ethyl-1,2,4-triazol-3-yl)imidazo[1,5-a]pyridin-5-yl]oxyphenoxy]-2-methyl-butan-2-ol